[C].[Al].[V] vanadium-aluminum carbon